O=C1NC(CCC1N1C2=CC=CC=3NC(C=C(C1=O)C23)=O)=O 2-(2,6-dioxo-3-piperidyl)-2,7-diazatricyclo[6.3.1.04,12]dodeca-1(11),4,8(12),9-tetraene-3,6-dione